ClC=1C(=C(C(=CC1)OC)S(=O)(=O)N)OC 3-Chloro-2,6-dimethoxybenzenesulfonamide